trans-4-(trans-aminomethyl-cyclohexanecarbonyl)aminomethyl-cyclohexanecarboxylic acid NCC1(CCCCC1)C(=O)NC[C@@H]1CC[C@H](CC1)C(=O)O